Methyl 4-[2-({4-[7-(5-chloro-2-fluorophenyl)-1H,2H,3H-pyrido[3,4-b][1,4]oxazin-1-yl]pyridin-2-yl}carbamoyl)ethyl]-1-methylpiperazine-2-carboxylate ClC=1C=CC(=C(C1)C1=CC2=C(OCCN2C2=CC(=NC=C2)NC(=O)CCN2CC(N(CC2)C)C(=O)OC)C=N1)F